NC1=NC2=CC(=CC=C2CN1CC=1OC=CC1)C(=O)OC methyl 2-amino-3-(furan-2-ylmethyl)-3,4-dihydroquinazoline-7-carboxylate